NC1=C(C=NN1C(CO)(C)C)S(=O)(=O)NC=1C=CC(=C2C(=CNC12)C#N)Cl 5-amino-N-(4-chloro-3-cyano-1H-indol-7-yl)-1-(2-hydroxy-1,1-dimethylethyl)pyrazole-4-sulfonamide